N-(4-[[(1R)-1-(4-chlorophenyl)-2-(pyrrolidin-1-yl)ethyl]carbamoyl]-1,2,3-thiadiazol-5-yl)-5-(trifluoromethyl)pyridine-3-carboxamide ClC1=CC=C(C=C1)[C@H](CN1CCCC1)NC(=O)C=1N=NSC1NC(=O)C=1C=NC=C(C1)C(F)(F)F